C(C)(C)(C)C1=C(N=CN1)\C=C/1\C(N\C(\C(N1)=O)=C/C=1SC=CC1)=O (3Z,6Z)-3-((5-(tert-butyl)-1H-imidazol-4-yl)methylene)-6-(thiophen-2-ylmethylene)piperazine-2,5-dione